Br[C@@H](C(=O)NC1=CC(=C(C(=O)N)C=C1)F)CC 4-{[(2R)-2-bromobutyryl]amino}-2-fluorobenzamide